C1(=CC=CC=C1)S(=O)(=O)C(C(=O)O)C(C)C 2-benzenesulfonyl-3-methylbutanoic acid